3-(1H-Benzo[d]imidazol-1-yl)benzofuran-5-ol N1(C=NC2=C1C=CC=C2)C2=COC1=C2C=C(C=C1)O